2-(2,6-dioxopiperidin-3-yl)-5-((3-(trans-3-(4-(5-fluoroquinoxalin-2-yl)-1H-pyrazol-1-yl)cyclobutyl)propyl)amino)isoindoline-1,3-dione O=C1NC(CCC1N1C(C2=CC=C(C=C2C1=O)NCCC[C@@H]1C[C@H](C1)N1N=CC(=C1)C1=NC2=CC=CC(=C2N=C1)F)=O)=O